1-(4-(2,2-difluoroethoxy)pyridin-2-yl)-6-fluoro-3-isopropyl-N-(4-methyl-1,1-dioxidotetrahydro-2H-thiopyran-4-yl)-2-oxo-2,3-dihydro-1H-benzo[d]imidazole-5-carboxamide FC(COC1=CC(=NC=C1)N1C(N(C2=C1C=C(C(=C2)C(=O)NC2(CCS(CC2)(=O)=O)C)F)C(C)C)=O)F